triphenyltetrazine C1(=CC=CC=C1)N1N(N(C=CN1)C1=CC=CC=C1)C1=CC=CC=C1